(2Z,4E,6E,8E)-9-((E)-3-benzylidene-2,6,6-trimethylcyclohex-1-en-1-yl)-3,7-dimethyl-N-phenylnona-2,4,6,8-tetraenamide C(/C1=CC=CC=C1)=C/1\C(=C(C(CC1)(C)C)/C=C/C(=C/C=C/C(=C\C(=O)NC1=CC=CC=C1)/C)/C)C